FC1([C@H]([C@H](CN(C1)C1=NC=CC(=N1)NC=1N=CC2=C(N=CC(=C2C1)C(C)C)N1[C@@H]([C@H](C1)CS(=O)(=O)C)C)O)OC)F (3S,4S)-5,5-difluoro-1-[4-({8-[(2R,3S)-3-(methanesulfonylmeth-yl)-2-methylazetidin-1-yl]-5-(propan-2-yl)-2,7-naphthyridin-3-yl}amino)pyrimidin-2-yl]-4-methoxypiperidin-3-ol